N-((R)-cyclobutyl(cyclopropyl)methyl)-2-iodo-9H-purin-6-amine C1(CCC1)[C@H](NC1=C2N=CNC2=NC(=N1)I)C1CC1